FC1=CC=C(CN2N=CC(=C2)CNC2=NC=3N([C@H](C(NC3C(=N2)C)=O)C(C)C)C)C=C1 (S)-2-(((1-(4-fluorobenzyl)-1H-pyrazol-4-yl)methyl)amino)-7-isopropyl-4,8-dimethyl-7,8-dihydropteridin-6(5H)-one